(3aR,6aS)-5-(9-Methyl-2-((4-phenyl-1H-imidazol-2-yl)ethynyl)-9H-purin-6-yl)hexahydro-1H-furo[3,4-c]pyrrole CN1C2=NC(=NC(=C2N=C1)N1C[C@@H]2[C@H](C1)COC2)C#CC=2NC=C(N2)C2=CC=CC=C2